BrC1=CN=C2C(=CC=[N+](C2=C1)[O-])Cl 7-bromo-4-chloro-1,5-naphthyridine-1-oxide